NC1=C(OC[C@@H](C(=O)O)NC(=O)OC(C)(C)C)C=C(C=C1F)F (S)-3-(2-amino-3,5-difluorophenoxy)-2-(tert-butoxycarbonylamino)propionic acid